FC(CCN1CC(C1)=CC1=CC=C(C=C1)C1=C(CCCC2=C1C=CC(=C2)C(=O)O)C=2C(=C1CCCC1=CC2)F)F 9-(4-((1-(3,3-difluoropropyl)azetidin-3-ylidene)methyl)phenyl)-8-(4-fluoro-2,3-dihydro-1H-inden-5-yl)-6,7-dihydro-5H-benzo[7]annulene-3-carboxylic acid